(1S,3S,5S)-5-methyl-2-((2-phenoxybenzoyl)glycyl)-2-azabicyclo[3.1.0]hexane-3-carboxylic acid C[C@@]12C[C@H](N([C@H]2C1)C(CNC(C1=C(C=CC=C1)OC1=CC=CC=C1)=O)=O)C(=O)O